amino-β-carboxyhexadiendiolate NC(C(=C([O-])[O-])C(=O)O)=CCC